N-[1-(3-fluoropyridin-2-yl)piperidin-4-yl]-4-(furo[3,2-c]pyridin-4-yl)benzamide FC=1C(=NC=CC1)N1CCC(CC1)NC(C1=CC=C(C=C1)C1=NC=CC2=C1C=CO2)=O